diethyl-1-(2-chloro-8-vinyl-5H-pyrimido[5,4-b]indol-4-yl)piperidin C(C)C1(CCN(CC1)C1=NC(=NC2=C1NC=1C=CC(=CC21)C=C)Cl)CC